6-[4-[[1-[2-(aminomethyl)-3,3-difluoro-allyl]-5-oxo-1,2,4-triazol-4-yl]methyl]phenyl]-8-methyl-3,4-dihydro-1H-quinolin-2-one NCC(CN1N=CN(C1=O)CC1=CC=C(C=C1)C=1C=C2CCC(NC2=C(C1)C)=O)=C(F)F